C[C@@H]1O[C@@H](CN(C1)C1=CC=CC(=N1)C1=NC2=CC(=NC=C2C=C1)CNC(C1=CC(=C(C(=C1)C)C)S(=O)(=O)CCOCC)=O)C N-((2-(6-((cis)-2,6-dimethylmorpholino)pyridin-2-yl)-1,6-naphthyridin-7-yl)methyl)-3-((2-ethoxyethyl)sulfonyl)-4,5-dimethylbenzamide